C(C)OC1=CC=C(C=CC(=O)OCCOC)C=C1 2-methoxyethyl p-ethoxycinnamate